N-{[2-(cyclopentyloxy)-5-fluorophenyl]methyl}-5-{2-acetamidoimidazo[1,2-b]pyridazin-6-yl}-2-methoxypyridine-3-carboxamide C1(CCCC1)OC1=C(C=C(C=C1)F)CNC(=O)C=1C(=NC=C(C1)C=1C=CC=2N(N1)C=C(N2)NC(C)=O)OC